C(C)(C)(C)N[C@H]1CN(CC1)C=1C=C2C=CC(=NC2=NC1)C=1N(N=C2C=C(C=CC12)O)C 6-[(3R)-3-(tert-butylamino)pyrrolidin-1-yl]-1,8-naphthyridin-2-yl-2-methylindazol-6-ol